2-(5-Fluoro-2-((5-(1-methylpiperidin-4-yl)pyridin-2-yl)amino)pyrimidin-4-yl)-7-isopropyl-3-methyl-5-(methyl-d3)thieno[3,2-c]pyridin-4(5H)-one FC=1C(=NC(=NC1)NC1=NC=C(C=C1)C1CCN(CC1)C)C1=C(C=2C(N(C=C(C2S1)C(C)C)C([2H])([2H])[2H])=O)C